FC(C1=CC=C(C=C1)N1CC(CC2=CC=CC=C12)CNS(=O)(=O)C)(F)F N-((1-(4-(trifluoromethyl)phenyl)-1,2,3,4-tetrahydroquinolin-3-yl)methyl)methanesulfonamide